C(C)NC(N(CC1=CC=C(C=C1)C1=NOC(=N1)C(F)(F)F)OC)=O ethyl-N-methoxy-N-({4-[5-(trifluoromethyl)-1,2,4-oxadiazol-3-yl]phenyl}methyl)urea